5-Fluoro-6-(2-hydroxy-2-methylpropoxy)-4-(6-(4-(pyridin-2-yloxy)piperidin-1-yl)pyridin-3-yl)pyrazolo[1,5-a]pyridine-3-carbonitrile FC1=C(C=2N(C=C1OCC(C)(C)O)N=CC2C#N)C=2C=NC(=CC2)N2CCC(CC2)OC2=NC=CC=C2